2-amino-6-(4'-chloro-2'-(trifluoromethyl)-2,3,4,5-tetrahydro-[1,1'-biphenyl]-4-yl)-5-(3-(trifluoromethyl)benzyl)pyrimidin-4(3H)-one NC1=NC(=C(C(N1)=O)CC1=CC(=CC=C1)C(F)(F)F)C1CCC(=CC1)C1=C(C=C(C=C1)Cl)C(F)(F)F